BrC1=CC=C2C(=N1)C(=CN2)NC2=NC1=C(N2)C=CC=C1OC N-(5-bromo-1H-pyrrolo[3,2-b]pyridin-3-yl)-4-methoxy-1H-benzo[d]imidazol-2-amine